ClC=1C(=C(N=NC1)C=1C=NN(C1)C1OCCCC1)OC chloro-4-methoxy-3-(1-(tetrahydro-2H-pyran-2-yl)-1H-pyrazol-4-yl)pyridazine